p-(tert-butyl)phenethyl-trichlorosilane C(C)(C)(C)C1=CC=C(CC[Si](Cl)(Cl)Cl)C=C1